3,3-dimethyl-1-(2-hydroxyethyl)-1H-indolium perchlorate Cl(=O)(=O)(=O)[O-].CC1(C[NH+](C2=CC=CC=C12)CCO)C